ClC=1SC(=CC1Cl)S(=O)(=O)N 2,3-dichlorothiophene-5-sulphonamide